2-(1-(4-((4-(4-(hydroxymethyl)piperidin-1-yl)phenyl)amino)-5-oxo-5,6-dihydropyrimido[4,5-d]pyridazin-2-yl)piperidin-4-yl)acetonitrile OCC1CCN(CC1)C1=CC=C(C=C1)NC1=NC(=NC=2C=NNC(C21)=O)N2CCC(CC2)CC#N